C(C)(C)C1=C(NC2=CC=C(C=C12)CC1CN(C1)C(C)C)C=1C=C(C=2N(C1)N=CN2)OC 6-(3-isopropyl-5-((1-isopropylazetidin-3-yl)methyl)-1H-indol-2-yl)-8-methoxy-[1,2,4]triazolo[1,5-a]pyridine